4-((3-chloro-4-benzyloxyphenyl)amino)-7-fluoro-1H-indole-2-carboxylic acid ethyl ester C(C)OC(=O)C=1NC2=C(C=CC(=C2C1)NC1=CC(=C(C=C1)OCC1=CC=CC=C1)Cl)F